C(C)C(=C)CC 2-ethyl-3-methylpropylene